pentadecane-1,15-diamine C(CCCCCCCCCCCCCCN)N